FC=1C=C(C=CC1C=1N=C2N(C3=C(N2C)C=C(C=C3)C(NCCCN3CCC(CC3)F)=O)C1)[C@@H]1N(CCC1)C(=O)OC(C)(C)C tert-butyl (R)-2-(3-fluoro-4-(7-((3-(4-fluoropiperidin-1-yl)propyl)carbamoyl)-9-methyl-9H-benzo[d]imidazo[1,2-a]imidazol-2-yl)phenyl)pyrrolidine-1-carboxylate